OC1=C(C=CC=C1)C(C#CC1=CC=C(C=C1)C)=O 1-(2-hydroxyphenyl)-3-(p-tolyl)propan-2-yn-1-one